O1C(=CC=C1)C(=O)N1CCCC2=CC(=CC=C12)NS(=O)(=O)C1=CC(=C(C=C1)OC)OC N-furoyl-6-(3,4-dimethoxybenzenesulfonamido)-1,2,3,4-tetrahydroquinoline